((R)-4-(2-aminooxazolo[4,5-c]pyridin-7-yl)-6,6-dimethylmorpholin-2-yl)((S)-6,8-dichloro-1-methyl-3,4-dihydroisoquinolin-2(1H)-yl)methanone NC=1OC2=C(C=NC=C2N2C[C@@H](OC(C2)(C)C)C(=O)N2[C@H](C3=C(C=C(C=C3CC2)Cl)Cl)C)N1